C(C)OC=CC n-propenyl ethyl ether